N=1C(=CN2C1C=CC=C2)C(=O)OCC ethyl imidazo[1,2-a]pyridine-2-carboxylate